6-fluoro-2-(2H-pyrazol-3-yl)-1H-indole-3-carbonitrile FC1=CC=C2C(=C(NC2=C1)C=1NN=CC1)C#N